C(C)N1C(=NC2=CC=C(C(=C2C1=O)F)F)[C@@H](CCC)N1CCN(CCC1)C (R)-3-ethyl-5,6-difluoro-2-(1-(4-methyl-1,4-diazepan-1-yl)butyl)quinazolin-4(3H)-one